5-((6-carbamoyl-7-methoxyquinolin-4-yl)oxy)indoline-1-carboxylic acid tert-butyl ester C(C)(C)(C)OC(=O)N1CCC2=CC(=CC=C12)OC1=CC=NC2=CC(=C(C=C12)C(N)=O)OC